(2S)-2-[4-bromo-2-(1,1-difluoroethyl)phenoxy]-3-cyclopropylpropionic acid BrC1=CC(=C(O[C@H](C(=O)O)CC2CC2)C=C1)C(C)(F)F